FC(C)(F)C=1C=C(C(=NC1)N1CC=2C=C3C(=CC2C1=O)OC(O3)(F)F)S(=O)(=O)CC 6-[5-(1,1-difluoroethyl)-3-ethylsulfonyl-2-pyridinyl]-2,2-difluoro-5H-[1,3]dioxolo[4,5-f]isoindol-7-one